ClC=1C=CC=2N=CN=C(C2N1)NC1=CC(=C(C=C1)OC1=CC2=C(N(N=N2)C)C(=C1)F)C 6-chloro-N-(4-((7-fluoro-1-methyl-1H-benzo[d][1,2,3]triazol-5-yl)oxy)-3-methylphenyl)pyrido[3,2-d]pyrimidin-4-amine